1-(1-methyl-1,2,3-triazol-4-yl)piperazine CN1N=NC(=C1)N1CCNCC1